NC1=C(C=O)C(=CN=C1Cl)Br 3-amino-5-bromo-2-chloroisonicotinaldehyde